(3-chloro-5-fluoro-2-(hydroxymethyl)benzyl)-1-(5-methyl-2-((tetrahydro-2H-pyran-4-yl)amino)pyrimidin-4-yl)-1H-imidazole-4-carboxamide ClC=1C(=C(CC=2N(C=C(N2)C(=O)N)C2=NC(=NC=C2C)NC2CCOCC2)C=C(C1)F)CO